N1C=C(C2=CC=CC=C12)CCNC(NC1(CCCCC1)C(=O)NC1=CC=C(C=C1)C(C)(C)C)=O 1-(3-(2-(1H-indol-3-yl)ethyl)ureido)-N-(4-tert-butylphenyl)cyclohexane-1-carboxamide